C1CCN2CCCC12COC=1N=C(C2=C(N1)CNCC2)N2CC1CCC(C2)N1C(=O)OCC1=CC=CC=C1 benzyl 3-(2-((hexahydro-1H-pyrrolizin-7a-yl) methoxy)-5,6,7,8-tetrahydropyrido[3,4-d]pyrimidin-4-yl)-3,8-diazabicyclo[3.2.1]octane-8-carboxylate